5-(2-(3-oxo-3-(4-(5-(trifluoromethyl)pyridin-2-yl)piperazin-1-yl)propoxy)ethyl)phthalazine O=C(CCOCCC1=C2C=NN=CC2=CC=C1)N1CCN(CC1)C1=NC=C(C=C1)C(F)(F)F